3-(benzyloxy)-4-methylaniline C(C1=CC=CC=C1)OC=1C=C(N)C=CC1C